C(C)C(CO)=CCC1C(C2(CC2C1)COC)(C)C 2-Ethyl-4-[1-(methoxymethyl)-2,2-dimethyl-3-bicyclo[3.1.0]hexanyl]but-2-en-1-ol